ClC1=NC=2N(C(=C1)N1CCC(CC1)(C(=O)N)C)N=C(C2C2=CC=C(C=C2)Cl)C=2C=NC(=CC2)C#N 1-[5-chloro-3-(4-chlorophenyl)-2-(6-cyano-3-pyridyl)pyrazolo[1,5-a]pyrimidin-7-yl]-4-methyl-piperidine-4-carboxamide